BrC1=C(C(=O)O)C=C(C=C1)OC(F)(F)F 2-bromo-5-(trifluoromethoxy)benzoic acid